N1=CN=CC(=C1)B(O)O 5-pyrimidine-boronic acid